(S)-6-(4-(1-(2,2-difluorocyclohexyl)-1H-tetrazol-5-yl)butoxy)-3,4-dihydroquinolin-2(1H)-one FC1([C@H](CCCC1)N1N=NN=C1CCCCOC=1C=C2CCC(NC2=CC1)=O)F